C[C@]12CC(C[C@](CC1)(N2)C)OC2=CC=C(N=N2)C2=NC=C(C=C2)N2N=NC=C2 2-(6-{[(1r,3s,5s)-1,5-dimethyl-8-azabicyclo[3.2.1]oct-3-yl]oxy}pyridazin-3-yl)-5-(1H-1,2,3-triazol-1-yl)pyridin